2'-chloro-5'-methoxy-6-methyl-N-{5-[2-(morpholin-4-yl)ethoxy]-1,3-benzothiazol-2-yl}-[4,4'-bipyridine]-3-carboxamide ClC1=NC=C(C(=C1)C1=C(C=NC(=C1)C)C(=O)NC=1SC2=C(N1)C=C(C=C2)OCCN2CCOCC2)OC